COC(=O)C1=NC(=CC2=C1CNC2=O)N2C1CCC2CC1 6-(7-Azabicyclo[2.2.1]heptan-7-yl)-1-oxo-2,3-dihydro-1H-pyrrolo[3,4-c]pyridine-4-carboxylic acid methyl ester